(14S)-8-[3-(tert-butyldimethylsilyl)-1H-pyrazol-1-yl]-12,12-dimethyl-2λ6-thia-3,9,11,18,23-pentaazatetracyclo[17.3.1.111,14.05,10]tetracosa-1(23),5(10),6,8,19,21-hexaene-2,2,4-trione [Si](C)(C)(C(C)(C)C)C1=NN(C=C1)C=1C=CC=2C(NS(C=3C=CC=C(NCCC[C@H]4CC(N(C2N1)C4)(C)C)N3)(=O)=O)=O